C(=C)NC(C(=C)C)=O N-vinylmethAcrylamide